4-((1H-pyrazol-1-yl)methyl)-3-cyclopropylbenzoic acid N1(N=CC=C1)CC1=C(C=C(C(=O)O)C=C1)C1CC1